O[Si](OC)(OC)O dihydroxydimethoxysilane